(R)-3-[(1s,2s)-1-(6-bromo-1H-benzoimidazol-2-yl)-2-phenyl-propyl]-5-[4-(2-hydroxy-ethoxy)-phenyl]-imidazoline-2,4-dione BrC=1C=CC2=C(NC(=N2)[C@H]([C@@H](C)C2=CC=CC=C2)N2C(N[C@@H](C2=O)C2=CC=C(C=C2)OCCO)=O)C1